ClC=1N=NC(=CC1OCCN[C@H]1CN(CC1)C(=O)OC(C)(C)C)Cl tert-butyl (3R)-3-[2-(3,6-dichloropyridazin-4-yl)oxyethylamino]pyrrolidine-1-carboxylate